NC1=C(C2=C(S1)C(=CC=C2C2=C1C(=CN3C1=C(C=C2F)C(N2[C@@H](CC3)CNCC2)=O)Cl)F)C#N 2-Amino-4-((S)-4-chloro-2-fluoro-14-oxo-8,8a,9,10,11,12-hexahydro-7H,14H-pyrazino[1',2':5,6][1,5]diazocino[3,2,1-hi]indol-3-yl)-7-fluorobenzo[b]thiophene-3-carbonitrile